C(CCCCCCCCC)(=O)OC=1C=CC=C(C1)S(=O)(=O)[O-] 5-decanoyloxybenzenesulphonate